tert-butyl (S)-(1-hydroxy-5-((2-nitrophenyl)amino)pentan-2-yl)carbamate OC[C@H](CCCNC1=C(C=CC=C1)[N+](=O)[O-])NC(OC(C)(C)C)=O